FC1=CC=C(CNC(=O)C23C(C4C(C=N2)C(CN4CCC(C)C)C3)CC(C)C)C=C1 N-(4-fluorobenzyl)-7-isobutyl-1-isopentyl-1,2,3,3a,7,7a-hexahydro-6H-3,6-methanopyrrolo[3,2-c]pyridine-6-carboxamide